azepine-3,5(6H)-dione N=1CC(CC(CC1)=O)=O